N-[2-[[4-(4-pyridinyl)piperazin-1-yl]methyl]-1H-indol-5-yl]methane-sulfonamide N1=CC=C(C=C1)N1CCN(CC1)CC=1NC2=CC=C(C=C2C1)NS(=O)(=O)C